C1(CC(C(CC1)C(C)C)OCC(CO)O)C 3-Menthoxypropane-1,2-diol